C1C(CCCC1)[SH2+] 2-cyclohexylsulfonium